5-chloro-N2-[4-(4-methylpiperazin-1-yl)benzyl]-N4-(trifluorobenzyl)pyrimidine-2,4-diamine ClC=1C(=NC(=NC1)NCC1=CC=C(C=C1)N1CCN(CC1)C)NC(C1=C(C=CC=C1)F)(F)F